2-[4-(4-methoxyphenyl)-3-methyl-1,2-oxazol-5-yl]-5-phenylmethoxyphenol COC1=CC=C(C=C1)C=1C(=NOC1C1=C(C=C(C=C1)OCC1=CC=CC=C1)O)C